2,4,8-triphenyldibenzo[b,d]thiophene C1(=CC=CC=C1)C1=CC2=C(SC3=C2C=C(C=C3)C3=CC=CC=C3)C(=C1)C1=CC=CC=C1